tert-butyl (R)-3-(4-((5-((2-bromo-6-chlorophenyl)carbamoyl)-4-methoxypyrimidin-2-yl)amino)-2-methylphenyl)piperidine-1-carboxylate BrC1=C(C(=CC=C1)Cl)NC(=O)C=1C(=NC(=NC1)NC1=CC(=C(C=C1)[C@@H]1CN(CCC1)C(=O)OC(C)(C)C)C)OC